(2-{4,5-Bis[(8E)-heptadec-8-en-1-yl]-1,3-dioxolan-2-yl}ethyl)dimethylamine C(CCCCCC\C=C\CCCCCCCC)C1OC(OC1CCCCCCC\C=C\CCCCCCCC)CCN(C)C